C(C)(C)(C)OC(=O)N(C1=NN2C(C=C(C=C2)C(F)(F)F)=C1S(=O)(=O)CC)CC1=C(C(=O)OC)C=C(C=C1)C1(CC1)C#N methyl 2-[[tert-butoxycarbonyl-[3-ethylsulfonyl-5-(trifluoromethyl)pyrazolo[1,5-a]pyridin-2-yl]amino]methyl]-5-(1-cyanocyclopropyl)benzoate